4-(trifluoromethyl)benzoylmethylidenedimethyl-sulphur bromide FC(C1=CC=C(C(=O)S(C)(C)(=C)Br)C=C1)(F)F